C[SiH](O[Si-](C)C)C tetramethyldisiloxaneId